2-(4-methoxy-phenyl)ethyl methacrylate C(C(=C)C)(=O)OCCC1=CC=C(C=C1)OC